NC1=C(C=O)C(=CC=C1)C(F)(F)F 2-amino-6-(trifluoromethyl)benzaldehyde